1-(7-bromo-2,3-dihydro-1H-pyrido[2,3-b][1,4]oxazin-1-yl)-2,2-dimethylpropan-1-one BrC1=CC2=C(OCCN2C(C(C)(C)C)=O)N=C1